molybdenum bisglycinate NCC(=O)[O-].NCC(=O)[O-].[Mo+2]